[Si](C)(C)(C(C)(C)C)OC(COC1=NN(C=C1)C(=O)OC(C)(C)C)C1(CC1)C(F)(F)F tert.-butyl 3-[2-[tert-butyl(dimethyl)silyl]oxy-2-[1-(trifluoromethyl)cyclopropyl]ethoxy]pyrazole-1-carboxylate